C1(CC1)C([C@@H](C=1N=C2N(N=C(C=C2)C[C@@H]2C(N[C@@H](C2)C(F)(F)F)=O)C1)NC(=O)C1=NON=C1CC)C1CC1 N-((S)-2,2-dicyclopropyl-1-(6-(((3R,5S)-2-oxo-5-(trifluoromethyl)pyrrolidin-3-yl)methyl)imidazo[1,2-b]pyridazin-2-yl)ethyl)-4-ethyl-1,2,5-oxadiazole-3-carboxamide